C1(CCCC1)N[Si]1(O[SiH](O[SiH](O[SiH](O1)C)C)C)C 2-cyclopentylamino-2,4,6,8-tetramethyl-cyclotetrasiloxane